C(C)(C)(C)OC(=O)N1C=CC2=C(C(=CC(=C12)C)C1CC1)CN1[C@H](CC2(CC(C2)(F)F)CC1)C1=CC=C(C=C1)C1(COC1)O |r| racemic-5-cyclopropyl-4-((2,2-difluoro-6-(4-(3-hydroxyoxetan-3-yl)phenyl)-7-azaspiro[3.5]non-7-yl)methyl)-7-methyl-1H-indole-1-carboxylic acid tert-butyl ester